C(#N)C1(CC1)NS(=O)(=O)C1=CC=C2C3=C(N(C2=C1)C=1SC(=NN1)C(F)F)N=CN=C3N3CC1CCC(C3)N1C(C(C)C)=O N-(1-Cyanocyclopropyl)-9-[5-(difluoromethyl)-1,3,4-thiadiazol-2-yl]-4-[8-(2-methylpropanoyl)-3,8-diazabicyclo[3.2.1]octan-3-yl]pyrimido[4,5-b]indole-7-sulfonamide